ClC=1C=C(C=C(C1OC1=NN(C(C2=CC=CC=C12)=O)C)Cl)N1C(=NOC1=O)C(=O)N (3,5-dichloro-4-((3-methyl-4-oxo-3,4-dihydrophthalazin-1-yl)oxy)phenyl)-5-oxo-4,5-dihydro-1,2,4-oxadiazole-3-carboxamide